iodine Copper(I) chloride [Cu]Cl.[I]